(3S)-3-(3-chloro-4-fluoro-5-(trifluoromethyl)phenyl)-3-(2-(4-((5-fluoro-1,4,5,6-tetrahydropyrimidine-2-yl)amino)-1H-indazole-6-carboxamido)acetamido)propanoic acid ClC=1C=C(C=C(C1F)C(F)(F)F)[C@H](CC(=O)O)NC(CNC(=O)C1=CC(=C2C=NNC2=C1)NC=1NCC(CN1)F)=O